CNS(=O)(=O)C1=CC(=C(C=C1)NCC1=CC(=CC=C1)C(F)(F)F)B1OC(C(O1)(C)C)(C)C N-methyl-3-(4,4,5,5-tetramethyl-1,3,2-dioxaborolan-2-yl)-4-[[3-(trifluoromethyl)phenyl]methylamino]benzenesulfonamide